1-(3-((4-((5-methylthiazol-2-yl)amino)-6-(piperidin-1-ylmethyl)pyrimidin-2-yl)amino)piperidin-1-yl)prop-2-en-1-one CC1=CN=C(S1)NC1=NC(=NC(=C1)CN1CCCCC1)NC1CN(CCC1)C(C=C)=O